(R,E)-N-(hept-6-en-3-ylidene)-2-methylpropane-2-sulfinamide CC/C(/CCC=C)=N\[S@](=O)C(C)(C)C